C(C1=CC=CC=C1)N(C(NC[C@@H](C(=O)OCC1=CC=CC=C1)NC(C1=C(C=C(C=C1Cl)C(NCC1=CC(=CC=C1)O)=O)Cl)=O)=O)C (S)-benzyl 3-(3-benzyl-3-methylureido)-2-(2,6-dichloro-4-(3-hydroxybenzylcarbamoyl)benzamido)propanoate